NC=1C=2N(C=CN1)C(=NC2C2=C(C=C(C(=O)NC1=NC=CC(=C1)C(F)(F)F)C=C2)OCC)C2(CCC1N(C(N(CC1)CC)=O)C2)CC 4-[8-amino-3-(2,7-diethyl-1-oxooctahydro-1H-pyrido[1,2-c]pyrimidin-7-yl)imidazo[1,5-a]pyrazin-1-yl]-3-ethoxy-N-[4-(trifluoromethyl)pyridin-2-yl]benzamide